1-benzyl-4-(5-chloro-3-fluoro-2-pyridyl)piperidin-4-amine C(C1=CC=CC=C1)N1CCC(CC1)(N)C1=NC=C(C=C1F)Cl